3-(1-((4'-isopropyl-[1,1'-biphenyl]-3-yl)sulfonyl)piperidin-3-ylphenoxy)-2-methyl-N-((3-nitrophenyl)sulfonyl)propanamide C(C)(C)C1=CC=C(C=C1)C1=CC(=CC=C1)S(=O)(=O)N1CC(CCC1)C1=C(OCC(C(=O)NS(=O)(=O)C2=CC(=CC=C2)[N+](=O)[O-])C)C=CC=C1